N-(4,5-Dimethoxy-2-((4-(2-((3-(3-methyl-1,2,4-oxadiazol-5-yl)benzyl)(thiazol-5-ylmethyl)amino)ethyl)phenyl)carbamoyl)phenyl)-4-oxo-4H-chromene-2-carboxamide COC1=CC(=C(C=C1OC)NC(=O)C=1OC2=CC=CC=C2C(C1)=O)C(NC1=CC=C(C=C1)CCN(CC1=CN=CS1)CC1=CC(=CC=C1)C1=NC(=NO1)C)=O